(trifluoromethyl)benzoic acid-2,3,5,6-d4 FC(F)(F)C1=C(C(=C(C(=O)O)C(=C1[2H])[2H])[2H])[2H]